4-methyl-3-oxo-3,4-dihydropyrazin CN1C(C=NC=C1)=O